NC=1NC(C=2N(C(N(C2N1)[C@@H]1O[C@@H]([C@H]([C@H]1O)F)CO)=O)CC1=CC(=C(C=C1)F)F)=O 2-Amino-7-(3,4-difluorobenzyl)-9-((2R,3S,4S,5R)-4-fluoro-3-hydroxy-5-(hydroxymethyl)tetrahydrofuran-2-yl)-7,9-dihydro-1H-purin-6,8-dion